tert-butyl 4-((2-(3-((2-(cyanomethoxy)-4-(methylsulfonyl)phenyl)amino)prop-1-yn-1-yl)-1-(2,2,2-trifluoroethyl)-1H-indol-4-yl)amino)piperidine-1-carboxylate C(#N)COC1=C(C=CC(=C1)S(=O)(=O)C)NCC#CC=1N(C2=CC=CC(=C2C1)NC1CCN(CC1)C(=O)OC(C)(C)C)CC(F)(F)F